ClC1=CC=C(C=C1)C=1N=CN(C1C1=CC=NC=C1)CCN1CC2(COC2)C1 2-[4-(4-chlorophenyl)-5-(pyridin-4-yl)-1H-imidazol-1-yl]-1-{2-oxa-6-azaspiro[3.3]heptan-6-yl}ethan